[Cl-].C(=O)(O)C1=CC=C(C=C1)S(=O)(=O)C1=CC=C(C=C1)C(=O)O bis(4-carboxyphenyl) sulfone chloride